ethyl 2-[1-(4-fluorobenzyl)-1H-indazole-3-carboxamido]-3-methylbutyrate FC1=CC=C(CN2N=C(C3=CC=CC=C23)C(=O)NC(C(=O)OCC)C(C)C)C=C1